C[C@@H]1CN(CCC1)CC=1NC=2C(N(C=C(C2C1)C1CC1)C1=NC(=CC(=C1)C1=C(C=C(C#N)C=C1)C1=NN=CN1C(F)F)C1CC1)=O 4-[2-(2-{[(S)-3-methyl-1-piperidyl]methyl}-4-cyclopropyl-7-oxo-1,6-dihydro-1,6-diaza-6-indenyl)-6-cyclopropyl-4-pyridyl]-3-[4-(difluoromethyl)-4H-1,2,4-triazol-3-yl]benzonitrile